(R)-2-(3-(3-(fluoro(4-methyl-4H-1,2,4-triazol-3-yl)methyl)oxetan-3-yl)phenyl)-6-(((1-methylcyclopropyl)amino)methyl)-4-(trifluoromethyl)isoindolin-1-one F[C@H](C1(COC1)C=1C=C(C=CC1)N1C(C2=CC(=CC(=C2C1)C(F)(F)F)CNC1(CC1)C)=O)C1=NN=CN1C